tert-Butyl N-[(1S)-1-[6-(4-methyloxazol-5-yl)-3-pyridyl]ethyl]carbamate CC=1N=COC1C1=CC=C(C=N1)[C@H](C)NC(OC(C)(C)C)=O